6,6-dimethyl-3-[N-(trifluoroacetyl)-L-phenylalanyl]-3-azabicyclo[3.1.0]hexane-2-carboxamide CC1(C2CN(C(C12)C(=O)N)C([C@@H](NC(C(F)(F)F)=O)CC1=CC=CC=C1)=O)C